ethyl 6-(6-hydroxy-6-methyl-2-azaspiro[3.3]heptan-2-yl)benzo[b]thiophene-2-carboxylate OC1(CC2(CN(C2)C=2C=CC3=C(SC(=C3)C(=O)OCC)C2)C1)C